C(C)N1N=C2C(=CC=C(C2=C1)N1CCC(CC1)NC1C2CN(CC12)C(=O)OC(C)(C)C)C(NC=1C=C(C=2N(C1)C=C(N2)C)F)=O tert-butyl 6-({1-[2-ethyl-7-({8-fluoro-2-methylimidazo[1,2-a]pyridin-6-yl}carbamoyl)indazol-4-yl]piperidin-4-yl}amino)-3-azabicyclo[3.1.0]hexane-3-carboxylate